2-((1s,4s)-4-ethynyl-1-hydroxycyclohexyl)ethyl pivalate C(C(C)(C)C)(=O)OCCC1(CCC(CC1)C#C)O